C(CCC)(=O)OC[C@H]1CO1 R-(-)-glycidyl butyrate